[Si](C)(C)(C(C)(C)C)O[C@@H]1[C@H](CCCC1)NC1=NC=CC=C1 N-((1S,2S)-2-((tert-butyldimethylsilyl)oxy)cyclohexyl)pyridin-2-amine